(S)-2,3,10-trimethoxy-9-cyano-6,8,13,13a-tetrahydro-5H-dibenzo[a,g]quinolizine COC=1C(=CC2=C([C@@H]3CC4=C(CN3CC2)C(=C(C=C4)OC)C#N)C1)OC